3-(2-ethoxy-2-oxoethyl)pyridin-1-ium-1-olate C(C)OC(CC=1C=[N+](C=CC1)[O-])=O